methylbutylhydroperoxide CC(CCC)OO